(S)-3-((R)-1-(tert-butoxy)-3-(3-hydroxyphenyl)-1-oxopropane-2-yl)pyrrolidine-1-carboxylic acid tert-butyl ester C(C)(C)(C)OC(=O)N1C[C@@H](CC1)[C@H](C(=O)OC(C)(C)C)CC1=CC(=CC=C1)O